CC(=CCC1=C(C=C(C=C1O)/C=C/C2=CC3=C(C(=C2)O)O[C@@]4(C[C@H]([C@H](C([C@H]4C3)(C)C)O)O)C)O)C The molecule is a stilbenoid derivative isolated from Macaranga alnifolia and Macaranga alnifolia and has been shown to exhibit cytotoxic activity. It has a role as an antineoplastic agent and a plant metabolite. It is a stilbenoid, an organic heterotricyclic compound, a member of resorcinols and a cyclic ether.